COCCN(C=1N=C(C2=C(N1)C(=NC(=N2)N(CCOC)CCOC)N2CC=1N(CC2)C=CN1)N1CC(N(CC1)C)=O)CCOC 4-(2,6-bis(bis(2-methoxyethyl)amino)-8-(5,6-dihydroimidazo[1,2-a]pyrazin-7(8H)-yl)pyrimido[5,4-d]pyrimidin-4-yl)-1-methylpiperazin-2-one